4-methoxy-3-methylpiperidine-1,3-dicarboxylic acid 1-(tert-butyl) ester 3-methyl ester COC(=O)C1(CN(CCC1OC)C(=O)OC(C)(C)C)C